NC1=NC(=CC(=N1)N1CCC2(C[C@H](NC2)C(=O)O)CC1)O[C@@H](C(F)(F)F)C1=C(C=C(C=C1)C1=CC(=CC=C1)C(F)(F)F)N1N=C(C=C1)C (S)-8-(2-amino-6-((R)-2,2,2-trifluoro-1-(3-(3-methyl-1H-pyrazol-1-yl)-3'-(trifluoromethyl)-[1,1'-biphenyl]-4-yl)ethoxy)pyrimidin-4-yl)-2,8-diazaspiro[4.5]decane-3-carboxylic acid